C(CCCCCCCCCCC)SCCC(=O)OCC(COC(CCSCCCCCCCCCCCC)=O)(COC(CCSCCCCCCCCCCCC)=O)COC(CCSCCCCCCCCCCCC)=O.ClCCC[Si](Cl)(Cl)Cl gamma-chloropropyl-trichlorosilane 2,2-bis{[3-(dodecylthio)-1-oxopropoxy]methyl}propane-1,3-diyl bis[3-(dodecylthio)propionate]